5-methoxy-6-(3-(1-methyl-1H-pyrazol-3-yl)phenyl)-2-(methylsulfonyl)-N-(pyridin-4-yl)pyrimidin-4-amine COC=1C(=NC(=NC1C1=CC(=CC=C1)C1=NN(C=C1)C)S(=O)(=O)C)NC1=CC=NC=C1